(7S)-7-(1-methylcyclopropyl)-2-[(3R)-3-methylmorpholin-4-yl]-6,7-dihydro-5H-pyrazolo[1,5-a]pyrazin-4-one CC1(CC1)[C@H]1CNC(C=2N1N=C(C2)N2[C@@H](COCC2)C)=O